N[C@@H](C)C1=NC(=NN1C=1SC(=CN1)C(=O)OC)C1CC1 methyl 2-{5-[(1S)-1-aminoethyl]-3-cyclopropyl-1H-1,2,4-triazol-1-yl}-1,3-thiazole-5-carboxylate